2-((3-(butylamino)adamantan-1-yl)amino)-1-(isoindolin-2-yl)ethan-1-one 2,2,2-trifluoroacetate FC(C(=O)O)(F)F.C(CCC)NC12CC3(CC(CC(C1)C3)C2)NCC(=O)N2CC3=CC=CC=C3C2